ClC1=C(C(=C(C(=N1)N(CC1=CC=C(C=C1)OC)CC1=CC=C(C=C1)OC)F)C)C(F)(F)F 6-chloro-3-fluoro-N,N-bis(4-methoxybenzyl)-4-methyl-5-(trifluoromethyl)pyridin-2-amine